2-fluoro-2-((1-(2,5-difluorobenzyl)piperidin-4-yl)methyl)-5,6-dimethoxy-2,3-dihydrobenzo[b]thiophene 1,1-dioxide FC1(CC2=C(S1(=O)=O)C=C(C(=C2)OC)OC)CC2CCN(CC2)CC2=C(C=CC(=C2)F)F